6-(1-(1-(1-acryloylazetidine-3-carbonyl)azetidin-3-yl)-1H-pyrazol-4-yl)-4-methoxypyrazolo[1,5-a]pyridine-3-carbonitrile C(C=C)(=O)N1CC(C1)C(=O)N1CC(C1)N1N=CC(=C1)C=1C=C(C=2N(C1)N=CC2C#N)OC